FC(CS(=O)(=O)C(F)(F)F)(CC)F 2,2-difluoro-1-((trifluoromethyl)sulfonyl)butane